CN1N=CC(=C1)CN1C(C2=C(CCC1)C=CN2)=O 7-[(1-methyl-1H-pyrazole-4-yl)methyl]-1H,4H,5H,6H,7H,8H-pyrrolo[2,3-c]azepin-8-one